N-(3-p-tolylnaphthyl)-2-(phenyl)-indole-13C C1(=CC=C(C=C1)C=1C=C(C2=CC=CC=C2C1)N1[13C](=CC2=CC=CC=C12)C1=CC=CC=C1)C